N-((1H-Imidazol-5-yl)methyl)-1-(1H-indol-6-yl)methanamine N1C=NC=C1CNCC1=CC=C2C=CNC2=C1